N-[4-chloro-1-(2-methylphenyl)-3-oxo-1h,2h,3h-pyrrolo[3,4-c]pyridin-7-yl]-3-fluoro-5-(trifluoromethyl)benzamide ClC1=NC=C(C2=C1C(NC2C2=C(C=CC=C2)C)=O)NC(C2=CC(=CC(=C2)C(F)(F)F)F)=O